3-(4-hydroxyphenyl)-6-{4-[4-(propan-2-yl)piperazin-1-yl]phenyl}-1,2-dihydro-quinolin-2-one OC1=CC=C(C=C1)C=1C(NC2=CC=C(C=C2C1)C1=CC=C(C=C1)N1CCN(CC1)C(C)C)=O